CC(C(C)=O)=O butane-2,3-dione